3-phenyl-2,4-dihydro-1,3-benzoxazine C1(=CC=CC=C1)N1COC2=C(C1)C=CC=C2